1-N-octadecyl-2-piperidone C(CCCCCCCCCCCCCCCCC)N1C(CCCC1)=O